6-(3-Cyclopropoxyphenyl)-2-(pyrimidin-2-yl)-5,6,7,8-tetrahydrophthalazin-1(2H)-one C1(CC1)OC=1C=C(C=CC1)C1CC=2C=NN(C(C2CC1)=O)C1=NC=CC=N1